N-[(2-{[({3-cyanobicyclo[1.1.1]pentan-1-yl}methyl)amino]methyl}-1H-indol-6-yl)methyl]-4-oxo-4H-pyrido[1,2-a]pyrimidine-2-carboxamide C(#N)C12CC(C1)(C2)CNCC=2NC1=CC(=CC=C1C2)CNC(=O)C=2N=C1N(C(C2)=O)C=CC=C1